O.C(C1=CC(=O)NC(=O)N1)(=O)O orotate monohydrate